(Z)-2-chloro-2-(2-((1-hydroxycyclopropyl)methyl)hydrazono)acetic acid ethyl ester C(C)OC(/C(=N/NCC1(CC1)O)/Cl)=O